2-chloro-6-(tetrahydro-2H-thiopyran-4-yl)-5,6-dihydro-7H-pyrrolo[3,4-b]pyridin-7-one ClC1=CC=C2C(=N1)C(N(C2)C2CCSCC2)=O